N-(4-Fluorobenzylidene)Aniline methyl-3-chloro-2-fluoro-5-hydroxybenzoate COC(C1=C(C(=CC(=C1)O)Cl)F)=O.FC1=CC=C(C=NC2=CC=CC=C2)C=C1